tert-butyl (2R)-2-[[(4-methylbenzenesulfonyl)oxy]methyl]pyrrolidine-1-carboxylate CC1=CC=C(C=C1)S(=O)(=O)OC[C@@H]1N(CCC1)C(=O)OC(C)(C)C